(hydroxymethyl)methane 2,5-Dioxopyrrolidin-1-yl-N-[4-(11,12-didehydrodibenzo[b,f]azocin-5(6H)-yl)-4-oxobutanoyl]glycylglycyl-L-isoleucyl-N5-carbamoyl-L-ornithinate O=C1N(C(CC1)=O)N(CC(=O)NCC(=O)N[C@@H]([C@@H](C)CC)C(=O)OC([C@@H](N)CCCNC(N)=O)=O)C(CCC(=O)N1C2=C(C#CC3=C(C1)C=CC=C3)C=CC=C2)=O.OCC